2-(isocyanatomethyl)-3-(3-isocyanatopropyl)-5-(2-isocyanatoethyl)bicyclo[2.2.1]heptane N(=C=O)CC1C2CC(C(C1CCCN=C=O)C2)CCN=C=O